FC1=CC(=C(C=C1)[N+](=O)[O-])C#CC1=CC=CC=C1 4-fluoro-1-nitro-2-(phenylethynyl)benzene